Methyl 4-bromo-3-(but-3-enyloxy)-5-hydroxybenzoate BrC1=C(C=C(C(=O)OC)C=C1O)OCCC=C